N-(4-bromophenyl)-N-(2-methoxyethyl)pyridin-3-amine BrC1=CC=C(C=C1)N(C=1C=NC=CC1)CCOC